2,4-dioxathiazolidin-3-yl-heptanoic acid S1ON(OC1)C(C(=O)O)CCCCC